CC1=CC=C(C(=N1)C=O)OCC1=C2C=NN(C2=CC=C1)C 6-methyl-3-((1-methyl-1H-indazol-4-yl)methoxy)picolinaldehyde